CCCCCCCC=CN nonenamine